BrC1=CC(=C(C#N)C(=C1)F)F 4-Bromo-2,6-difluorobenzonitrile